ethyl 2-(7-bromo-5-(sec-butoxy) benzo[b]thiophen-2-yl)-4-methylthiazole-5-carboxylate BrC1=CC(=CC2=C1SC(=C2)C=2SC(=C(N2)C)C(=O)OCC)OC(C)CC